3-(2,3-Difluorophenoxy)-5-((4-(1-((1-(2-(2,6-dioxopiperidin-3-yl)-1,3-Dioxoisoindoline-5-yl)pyrrolidin-3-yl)methyl)piperidin-4-yl)phenyl)amino)-1,2,4-triazine-6-carboxamide FC1=C(OC=2N=NC(=C(N2)NC2=CC=C(C=C2)C2CCN(CC2)CC2CN(CC2)C=2C=C3C(N(C(C3=CC2)=O)C2C(NC(CC2)=O)=O)=O)C(=O)N)C=CC=C1F